NC1=C(C(=C(C=C1)C=1C(=C2C(=NC1)NC[C@]21C[C@H](CC1)C(=O)NC)Cl)F)C(N(C)C)=O (1R,3S)-5'-(4-Amino-3-(dimethylcarbamoyl)-2-fluorophenyl)-4'-chloro-N-methyl-1',2'-dihydrospiro[cyclopentane-1,3'-pyrrolo[2,3-b]pyridine]-3-carboxamide